β-carboxyethylacetic acid C(=O)(O)CCCC(=O)O